cis-cyclohexane-1,2-diamine [C@@H]1([C@H](CCCC1)N)N